1H-1,2,3-triazolo[4,5-b]pyridin-1-ylmethylene-N-methyl-ammonium N1(N=NC2=NC=CC=C21)C=[NH+]C